C1CCC12CC1(CCNCC1)C2 9-azadispiro[3.1.56.14]dodecan